ClC=1C(=C(NC2=NC=NC3=CC=C(C=C23)C2(CN(CC2)C(=O)OC(C)(C)C)O)C=CC1Cl)F tert-butyl 3-[4-(3,4-dichloro-2-fluoro-anilino)quinazolin-6-yl]-3-hydroxy-pyrrolidine-1-carboxylate